2-chloro-4-(3-hydroxy-3-methylazetidin-1-yl)pyrimidine-5-carbonitrile ClC1=NC=C(C(=N1)N1CC(C1)(C)O)C#N